ClC1=C(C=CC(=C1)Cl)C(C(=O)N)=C (2,4-dichlorophenyl)acrylamide